CCC(CC)OOC(CCCCCCCCCCCCCCCC(=O)OOC(CC)CC)=O heptadecanedioic acid bis(3-pentyloxy) ester